8-methyl-8-methoxycarbonyl-tetracyclo[4.4.0.12,5.17,10]Dodec-3-ene CC1(C2C3C4C=CC(C3C(C1)C2)C4)C(=O)OC